Ethyl (2s)-2-[[(2s)-2-[[(2s)-2-amino-3-(4-fluorophenyl)propanoyl]amino]-4-methyl-pentanoyl]amino]-4-[5-[bis(2-chloroethyl)amino]-1-methyl-benzimidazol-2-yl]butanoate N[C@H](C(=O)N[C@H](C(=O)N[C@H](C(=O)OCC)CCC1=NC2=C(N1C)C=CC(=C2)N(CCCl)CCCl)CC(C)C)CC2=CC=C(C=C2)F